2-Fluoro-6-(3-methoxytetrahydrofuran-3-yl)pyridine methyl-para-hydroxybenzoate COC(C1=CC=C(C=C1)O)=O.FC1=NC(=CC=C1)C1(COCC1)OC